C(C(C(CC(=O)[O-])C(=O)[O-])C(=O)OCCCCCCCCCCCCC)C(=O)OC1CC(NC(C1)(C)C)(C)C 1,2,3,4-butanetetracarboxylic acid, 2,2,6,6-tetramethyl-4-piperidinyl tridecyl ester